CN1CCC(CC1)NC1=C2C=C(N(C2=CC=C1)CC(F)(F)F)C1=NOC(=N1)CNC(C1=CC=CC=C1)=O N-[(3-{4-[(1-methylpiperidin-4-yl)amino]-1-(2,2,2-trifluoroethyl)-1H-indol-2-yl}-1,2,4-oxadiazol-5-yl)methyl]benzamide